2-chloro-N-(5-chloro-2-(4-(methylsulfonyl)piperazin-1-yl)pyridin-4-yl)acetamide ClCC(=O)NC1=CC(=NC=C1Cl)N1CCN(CC1)S(=O)(=O)C